4-(3,8-diazabicyclo[3.2.1]octan-3-yl)-7-(3-(difluoromethyl)-7,8-difluoronaphthalen-1-yl)-8-fluoro-2-((2-fluorotetrahydro-1H-pyrrolizin-7a(5H)-yl)methoxy)pyrido[4,3-d]pyrimidine C12CN(CC(CC1)N2)C=2C1=C(N=C(N2)OCC23CCCN3CC(C2)F)C(=C(N=C1)C1=CC(=CC2=CC=C(C(=C12)F)F)C(F)F)F